tert-butyl N-[3-amino-3-[2-hydroxy-3-(1-piperidinyl) propoxy] imino-propyl]-N-methyl-carbamate NC(CCN(C(OC(C)(C)C)=O)C)=NOCC(CN1CCCCC1)O